C(C)(C)(C)OC(NCC1=CC(=CC(=C1)C=1C=NN(C1)C=1C=NC(=CC1)F)F)=O 3-fluoro-5-(1-(6-fluoropyridin-3-yl)-1H-pyrazol-4-yl)benzyl-carbamic acid tert-butyl ester